aluminum tris(2-ethoxycarbonylphenol) C(C)OC(=O)C1=C(C=CC=C1)O.C(C)OC(=O)C1=C(C=CC=C1)O.C(C)OC(=O)C1=C(C=CC=C1)O.[Al]